FC1=C(C=CC(=C1)F)NCC(=O)[C@H]1CC[C@H]2[C@@H]3CC[C@@H]4C[C@](CC[C@@]4(C3CC[C@]12C)F)(C)O 2-((2,4-difluorophenyl)amino)-1-((3R,5R,8S,10R,13S,14S,17S)-10-fluoro-3-hydroxy-3,13-dimethylhexadecahydro-1H-cyclopenta[a]phenanthren-17-yl)ethan-1-one